rac-tert-butyl 4-[(1R,2R,4R)-2-fluoro-4-(4-fluoro-2-oxo-2,3-dihydro-1H-indol-1-yl) cyclohexyl]piperazine-1-carboxylate F[C@H]1[C@@H](CC[C@H](C1)N1C(CC2=C(C=CC=C12)F)=O)N1CCN(CC1)C(=O)OC(C)(C)C |r|